S(C1=C(C(=CC(=C1)C)C(C)(C)C)O)C1=C(C(=CC(=C1)C)C(C)(C)C)O 2,2'-thiobis-(6-tert-butyl-4-methylphenol)